C(C)(C)SC1=NN(C=N1)CCC[Si](OC)(OC)OC 3-isopropylsulfanyl-1-[3-(trimethoxysilyl)propyl]-1,2,4-triazole